4-(3-Quinolin-2-yl-acryloyl)-benzoic acid N1=C(C=CC2=CC=CC=C12)C=CC(=O)C1=CC=C(C(=O)O)C=C1